N(C1=CC=CC=C1)C=1C(=CC2=C(C=3C(=C(O2)N(CCCC)CCCC)C=CC2(C3)OC(=O)C3=CC=CC=C32)C1)C 2'-anilino-6'-(dibutylamino)-3'-methylspiro[phthalide-3,9'-dibenzopyran]